C(C)O[Si](CCCSSCCC[Si](OCC)(OCC)OCC)(OCC)OCC Bis-{3-(triethoxysilyl) propyl} disulfide